1-(4-ethoxyphenyl)-3-(2-methyl-6-oxo-1,6-dihydropyridin-3-yl)-7-(trifluoromethyl)-2,3-dihydroquinazolin-4(1H)-one C(C)OC1=CC=C(C=C1)N1CN(C(C2=CC=C(C=C12)C(F)(F)F)=O)C1=C(NC(C=C1)=O)C